5-(2-(3-(4-(5-chloropyrimidin-2-yl)piperazin-1-yl)-3-oxopropoxy)-3-methoxypropoxy)-4-(trifluoromethyl)-2-((2-(trimethyl-silyl)ethoxy)methyl)pyridazin-3(6H)-one ClC=1C=NC(=NC1)N1CCN(CC1)C(CCOC(COC1=C(C(N(NC1)COCC[Si](C)(C)C)=O)C(F)(F)F)COC)=O